C(C=C)(=O)N1[C@@H](CCCC1)C=1N(C(=C(N1)C1=CC=C(C=C1)C(NC1=NC=CC(=C1)C1=CC=C(C=C1)Cl)=O)C(=O)N)N (S)-2-(1-Acryloylpiperidin-2-yl)-1-amino-4-(4-((4-(4-chlorophenyl)pyridin-2-yl)carbamoyl)phenyl)-1H-imidazol-5-carboxamid